bis(oxiran-2-ylmethyl) cyclohexane-1,3-dicarboxylate C1(CC(CCC1)C(=O)OCC1OC1)C(=O)OCC1OC1